C(C1=CC=CC=C1)N1CC=2N(C3=CC=CC(=C3C2C(C1)C(N)=O)OCC(=O)O)CC1=CC=CC=C1 2-[(2,9-bis-benzyl-4-carbamoyl-1,2,3,4-tetrahydro-β-carbolin-5-yl)oxy]acetic acid